s-propenyl disulfide C(=C)(C)SSC(=C)C